C(C)(C)(C)N1CC(N=C2C=C3C(C=C12)=CN1[C@@H](CCO3)CN(CC1=O)C(C)(C)C)CC di-tert-butyl-(4aS)-10-ethyl-l-1-oxo-1,2,4,4a,5,6,11,12-octahydro-3H,10H-pyrazino[1',2':5,6][1,5]oxazocino[2,3-g]quinoxaline